N1=CC(=CC=2O[C@@H]3CCCC[C@@H]3OC12)NC1=NC(=NC=C1)NC1=CC(=C(C=C1)OC1CC(C1)N(C)C)OC 4-[(8aS,10aR)-5,6,7,8,8a,10a-hexahydro-9,10-dioxa-1-aza-3-anthrylamino]-2-{3-methoxy-4-[(1s,3S)-3-(dimethylamino)cyclobutoxy]phenylamino}pyrimidine